tri-(2-chloroethyl) phosphate P(=O)(OCCCl)(OCCCl)OCCCl